methyl 4-((5-((1S,3R)-3-(((1-methylcyclopropyl)carbamoyl)oxy)cyclopent-yl)-1H-pyrazol-3-yl)amino)pyrimidine-2-carboxylate CC1(CC1)NC(=O)O[C@H]1C[C@H](CC1)C1=CC(=NN1)NC1=NC(=NC=C1)C(=O)OC